N1=CC(=CC=C1)C1N2CCC(C1)CC2 (+)-2-(3-Pyridinyl)-1-azabicyclo[2.2.2]octane